N1(CCOCC1)C(CC)=O Morpholinyl-1-propanone